3-(t-butyl)-N-(6-methoxy-5-(1-methyl-2-oxo-7-(phenylamino)-1,2-dihydropyrimido[4,5-d]pyrimidin-3(4H)-yl)pyridin-3-yl)benzamide C(C)(C)(C)C=1C=C(C(=O)NC=2C=NC(=C(C2)N2C(N(C3=NC(=NC=C3C2)NC2=CC=CC=C2)C)=O)OC)C=CC1